P(=O)(OC(C)(C)C)(OC(C)(C)C)OC[C@H]1NCCC1 (S)-di-tert-butyl (pyrrolidin-2-ylmethyl) phosphate